4-(3-Bromo-imidazo[1,2-a]pyridine-6-yl)-piperidine-1-carboxylic acid BrC1=CN=C2N1C=C(C=C2)C2CCN(CC2)C(=O)O